ALPHA,ALPHA-DIMETHYLPHENETHYL BUTYRATE C(CCC)(=O)OC(CC1=CC=CC=C1)(C)C